(4aR,6R,7R,8R,8aR)-6-((5-(tert-butyl)isoxazol-3-yl)methyl)-8-(4-(2,3-difluoro-4-methylphenyl)-1H-1,2,3-triazol-1-yl)-2,2-dimethylhexahydropyrano[3,2-d][1,3]dioxin-7-ol C(C)(C)(C)C1=CC(=NO1)C[C@@H]1[C@@H]([C@H]([C@H]2OC(OC[C@H]2O1)(C)C)N1N=NC(=C1)C1=C(C(=C(C=C1)C)F)F)O